NC1=NC=CC2=CC(=CC=C12)CNC(C1=C(N=CC(=C1)Cl)NCC1CCN(CC1)CC)=O N-((1-aminoisoquinolin-6-yl)methyl)-5-chloro-2-(((1-ethylpiperidin-4-yl)methyl)amino)nicotinamide